N1N=CC(=C1)C1=NC=CC(=N1)NC=1N=CC2=C(C=CC(=C2C1)C(=C)C)N1[C@@H]([C@H](C1)CS(=O)(=O)C)C N-(2-(1H-pyrazol-4-yl)pyrimidin-4-yl)-5-isopropenyl-8-((2R,3S)-2-methyl-3-(methylsulfonylmethyl)azetidin-1-yl)isoquinolin-3-amine